2-HYDRAZINO-3-METHYLBUTANOIC ACID N(N)C(C(=O)O)C(C)C